O(C1=CC=CC=C1)C(CC)O phenoxyl-propanol